ethyl 4-methyl-2-(4-(4-methylpyrazolo[1,5-a]pyridin-2-yl)-1,4,6,7-tetrahydro-5H-imidazo[4,5-c]pyridin-5-yl)pyrimidine-5-carboxylate CC1=NC(=NC=C1C(=O)OCC)N1C(C2=C(CC1)NC=N2)C2=NN1C(C(=CC=C1)C)=C2